FC1=CC=C(CC2(CN(CC2)S(=O)(=O)C=2N=CN(C2)C)C=2C=C3C=NN(C3=CC2OC)C2=CC=C(C=C2)F)C=C1 5-(3-(4-fluorobenzyl)-1-((1-methyl-1H-imidazol-4-yl)sulfonyl)pyrrolidin-3-yl)-1-(4-fluorophenyl)-6-methoxy-1H-indazole